ClC1=C(C=C2C(=C(N=NC2=C1)C1=CC(=CC(=C1)C)Cl)N1CCC(CC1)NCCF)C=1C(=C(C#N)C=C(C1)F)O 3-[7-Chloro-3-(3-chloro-5-methylphenyl)-4-{4-[(2-fluoroethyl)amino]piperidin-1-yl}cinnolin-6-yl]-5-fluoro-2-hydroxybenzonitril